ClC1=NC(=C(C(=O)OC)C(=C1)C)C methyl 6-chloro-2,4-dimethylnicotinate